C(C)N1[C@H](CCCC1)COC=1C=C2COC(C2=CC1)=O (R)-5-((1-ethylpiperidin-2-yl)methoxy)isobenzofuran-1(3H)-one